2-(4-{[(3R)-1-ethylpiperidin-3-yl]amino}-8-fluoropyrrolo[1,2-d][1,2,4]triazin-1-yl)-5-(trifluoromethyl)phenol formate C(=O)OC1=C(C=CC(=C1)C(F)(F)F)C=1C=2N(C(=NN1)N[C@H]1CN(CCC1)CC)C=CC2F